3,3-dimethyl-N-phenyl-2,3-dihydro-1H-inden-4-amine CC1(CCC=2C=CC=C(C12)NC1=CC=CC=C1)C